ClC1=C(C(=O)NC=2C=C3C=C(N(C3=CC2)CC(F)F)C(=O)NC2=CC=C(C=C2)Cl)C=C(C=C1)CNC(C(C)C)=O 5-(2-chloro-5-(isobutyrylaminomethyl)benzoylamino)-N-(4-chlorophenyl)-1-(2,2-difluoroethyl)-1H-indole-2-carboxamide